1-(tert-butoxycarbonyl)-5-((diethoxyphosphoryl)methyl)-1H-indole-2-carboxylic acid C(C)(C)(C)OC(=O)N1C(=CC2=CC(=CC=C12)CP(=O)(OCC)OCC)C(=O)O